NC1=C(C=C(C=C1I)Br)/C=C(/C#N)\C (2E)-3-(2-amino-5-Bromo-3-iodophenyl)-2-methylprop-2-enenitrile